(E)-1-(3-(3-(pyridazin-4-ylmethoxy)phenyl)acryloyl)-5,6-dihydropyridin N1=NC=C(C=C1)COC=1C=C(C=CC1)/C=C/C(=O)N1CC=CCC1